4-[5-[(3S)-3-Aminopyrrolidin-1-carbonyl]-2-[2-Fluoro-4-(2-Hydroxy-2-Methyl-Propyl)Phenyl]Phenyl]-2-Fluoro-Benzonitril N[C@@H]1CN(CC1)C(=O)C=1C=CC(=C(C1)C1=CC(=C(C#N)C=C1)F)C1=C(C=C(C=C1)CC(C)(C)O)F